C(#N)N1C2CCC(C1)[C@H]2NC(=O)C2=NNC(=C2)C2=C(C=NC=C2)NC2=CC=CC=C2 N-((7R)-2-cyano-2-azabicyclo[2.2.1]heptan-7-yl)-5-(3-(phenylamino)pyridin-4-yl)-1H-pyrazole-3-carboxamide